C(C)OC([C@@H](NP(=O)(OC1=CC=CC=C1)OC1=C(C(=C(C(=C1F)F)F)F)F)C(C)C)=O ((Perfluorophenoxy)(phenoxy)phosphoryl)-L-valine ethyl ester